S(=O)(=O)(C1=CC=C(C=C1)C(=O)C1=CC=C(C=C1)OC1=CC=C(C=C1)N)C1=CC=C(C=C1)C(=O)C1=CC=C(C=C1)OC1=CC=C(C=C1)N (sulfonylbis(4,1-phenylene))bis((4-(4-aminophenoxy)phenyl)methanone)